FC1=C(C=C(C=C1)F)N1CCN(CC1)C(CN1N=C(C2=C1CCC2)C(=O)N2C[C@H](O[C@H](C2)C)C)=O 1-[4-(2,5-difluorophenyl)piperazin-1-yl]-2-{3-[(2R,6S)-2,6-dimethylmorpholine-4-carbonyl]-5,6-dihydrocyclopenta[c]pyrazol-1(4H)-yl}ethan-1-one